N[C@H]1CN(CCC1)C(=O)C=1C=C(C=2N(C1)N=C(C2C)C=2N(C1=C(C=CC=C1C2)OCC2CC(NC2)=O)CC2CC2)OC 4-(((2-(6-((R)-3-Aminopiperidine-1-carbonyl)-4-methoxy-3-methylpyrazolo[1,5-a]pyridin-2-yl)-1-(cyclopropylmethyl)-1H-indol-7-yl)oxy)methyl)pyrrolidin-2-one